acrylic acid aminomethyl ester NCOC(C=C)=O